(2S,4R)-1-(2-(3-Acetyl-6-((dimethylamino)methyl)-5-(2-methylpyrimidin-5-yl)-1H-indazol-1-yl)acetyl)-N-(6-bromopyridin-2-yl)4-fluoropyrrolidine-2-carboxamide C(C)(=O)C1=NN(C2=CC(=C(C=C12)C=1C=NC(=NC1)C)CN(C)C)CC(=O)N1[C@@H](C[C@H](C1)F)C(=O)NC1=NC(=CC=C1)Br